6,7-Dimethyl-4-phenyl-3-(phenylethynyl)-2-(trifluoromethyl)quinoline CC=1C=C2C(=C(C(=NC2=CC1C)C(F)(F)F)C#CC1=CC=CC=C1)C1=CC=CC=C1